3-(3-chlorophenyl)-5-((2-isopropyl-5-methylphenoxy)methyl)-1,2,4-oxadiazole ClC=1C=C(C=CC1)C1=NOC(=N1)COC1=C(C=CC(=C1)C)C(C)C